2-hydroxymethyl-tetrahydropyrrole OCC1NCCC1